octane hydrochloride Cl.CCCCCCCC